1-(9Z,12Z-octadecadienoyl)-2-(8Z,11Z,14Z-eicosatrienoyl)-glycero-3-phospho-(1'-sn-glycerol) CCCCC/C=C\C/C=C\CCCCCCCC(=O)OC[C@H](COP(=O)(O)OC[C@H](CO)O)OC(=O)CCCCCC/C=C\C/C=C\C/C=C\CCCCC